FC(C=1C=C(OC2=CC=CC=C2)C=C(C1)C(F)(F)F)(F)F 4-[3,5-bis(trifluoromethyl)phenoxy]benzene